1-((3R,4S)-3-fluoro-1-(1-methyl-2-oxo-2,3-dihydro-1H-imidazo[4,5-b]pyridin-6-yl)piperidin-4-yl)-1-methyl-3-(1-methyl-2-oxo-5-(trifluoromethyl)-1,2-dihydropyridin-3-yl)urea F[C@@H]1CN(CC[C@@H]1N(C(=O)NC=1C(N(C=C(C1)C(F)(F)F)C)=O)C)C=1C=C2C(=NC1)NC(N2C)=O